(E)-3-(benzo[d][1,3]dioxol-5-yl)-1-(piperidin-1-yl)prop-2-en-1-one O1COC2=C1C=CC(=C2)/C=C/C(=O)N2CCCCC2